BrC1=CC=C(C=C1)N1N=C(C(=C1)[C@H]1O[C@H](C(N1CCC1=CC=C(C=C1)CNS(=O)=O)=O)C)C1=CC=C(C=C1)F N-(4-(2-((2R,5S)-2-(1-(4-bromophenyl)-3-(4-fluorophenyl)-1H-Pyrazol-4-yl)-5-methyl-4-oxooxazolidin-3-yl)ethyl)phenyl)methylsulfonamide